N-(3-Chloro-4-fluorophenyl)-4-(5-(3-cyano-1-methyl-1H-pyrazol-4-yl)-5-hydroxyoctahydropentalen-2-yl)-1-methyl-1H-imidazole-5-carboxamide ClC=1C=C(C=CC1F)NC(=O)C1=C(N=CN1C)C1CC2CC(CC2C1)(O)C=1C(=NN(C1)C)C#N